C(C1=CC=CC=C1)OC=1C(C(=CN2N3[C@@H](CC([C@@H](N(C(C21)=O)C3)C)=O)C)C(=O)NCC3=C(C=C(C=C3F)F)F)=O (1S,2R,5S)-8-(benzyloxy)-2,5-dimethyl-4,7,9-trioxo-N-(2,4,6-trifluorobenzyl)-2,3,4,5,7,9-hexahydro-1,6-methanopyrido[1,2-b][1,2,5]triazonine-10-carboxamide